NC1=C(C=2N(C(=N1)N1CCC3([C@@H]([C@@H](OC3)C)N)CC1)C=CN2)SC2=C(C(=NC=C2)C)Cl (3S,4S)-8-(7-amino-8-((3-chloro-2-methylpyridin-4-yl)thio)imidazo[1,2-c]pyrimidin-5-yl)-3-methyl-2-oxa-8-azaspiro[4.5]decan-4-amine